C(C)(C)(C)[C@H]1N(CC[C@@H]([C@H]1F)N1C2=NC=NC(=C2N(C1=O)C1=CC=C(C=C1)OC1=CC=CC=C1)N)C1CCNCC1 |o1:4| Rel-tert-butyl-(3R,4S)-4-[6-amino-8-oxo-7-(4-phenoxyphenyl)purin-9-yl]-3-fluoro-[1,4'-bipiperidine]